ClC=1C=C(C=CC1)CN (3-chlorophenyl)methanamine